1-[4-(2,3-dimethylphenyl)piperazin-1-yl]-2-{3-[4-(2H-tetrazol-2-yl)piperidine-1-carbonyl]-2,6-dihydrocyclopenta[c]pyrazol-1(4H)-yl}ethan-1-one CC1=C(C=CC=C1C)N1CCN(CC1)C(CN1NC(C2=C1CCC2)C(=O)N2CCC(CC2)N2N=CN=N2)=O